tert-butyl (1-(chlorosulfonyl)-3-phenylpropan-2-yl)carbamate ClS(=O)(=O)CC(CC1=CC=CC=C1)NC(OC(C)(C)C)=O